C(C)(C)(C)OC(=O)N1CCC(CC1)C=1C=C2CCNC2=CC1 4-indoline-5-ylpiperidine-1-carboxylic acid tert-butyl ester